Cl.NCC1=CC=C2C(=CC(OC2=C1)=O)C1=C(C=CC=C1)C 7-(aminomethyl)-4-(o-tolyl)-2H-chromen-2-one hydrochloride